CP(=O)(C)C1=C(C=C(C=C1)C1=CC2=C(N=C3N2[C@H]2C4=C(C(N([C@@H]3C2)C([2H])([2H])[2H])=O)C=CC=C4C#C[Si](C(C)C)(C(C)C)C(C)C)C=C1)F (7R,14R)-11-(4-(dimethylphosphoryl)-3-fluorophenyl)-6-(methyl-d3)-1-((triisopropylsilyl)ethynyl)-6,7-dihydro-7,14-methanobenzo[f]benzo[4,5]imidazo[1,2-a][1,4]diazocin-5(14H)-one